ClC=1SC(=CN1)CN(C(C1=C(C=C(C=C1)C1=NOC(C1)(C(F)(F)F)C1=CC(=C(C(=C1)F)F)F)C)=O)CCC N-((2-chlorothiazol-5-yl)methyl)-4-(5-(3,4,5-trifluorophenyl)-5-(trifluoromethyl)-4,5-dihydroisoxazol-3-yl)-2-methyl-N-propylbenzamide